C(CCCCCC=C)[Si](Cl)(CC)CC 7-octenyl-diethylchlorosilane